COCCCN(C(=O)C1=CC=C(C=C1)C1=CN(C=C1)COCC[Si](C)(C)C)C 3-(4-((3-methoxypropyl)(methyl)carbamoyl)phenyl)-1-((2-(Trimethylsilyl)ethoxy)methyl)-1H-pyrrole